ClC1=C(C(=CC=C1)Cl)COC=1C=NC(=NC1)N1CCN(CCC1)C(=O)N 4-{5-[(2,6-dichlorophenyl)methoxy]pyrimidin-2-yl}-1,4-diazepane-1-carboxamide